6-chloro-4-iodo-1-[(2R,3S)-3-(methanesulfonylmethyl)-2-methylazetidin-1-yl]-2,7-naphthyridine ClC=1C=C2C(=CN=C(C2=CN1)N1[C@@H]([C@H](C1)CS(=O)(=O)C)C)I